C(CCC)C=1OC2=C(N1)C=CC(=C2)CC(CNC(OC(C)(C)C)=O)=O tert-butyl (3-(2-butylbenzo[d]oxazol-6-yl)-2-oxopropyl)carbamate